ClC1=CC=C(C=C1)CCC1=NN=C(S1)NC(=O)C1=C(C=NC=C1)C1=C(C=CC=C1)OC N-(5-(4-chlorophenyl-ethyl)-1,3,4-thiadiazol-2-yl)-3-(2-methoxyphenyl)pyridine-4-carboxamide